Br.BrCC1=NC=C(C=C1)F 2-(bromomethyl)-5-fluoropyridine hydrobromide